3-(4-methyl-2,5-dioxo-2,5-dihydrofuran-3-yl)propanoic acid CC1=C(C(OC1=O)=O)CCC(=O)O